di-tert-butyl (S,Z)-4-((dimethylamino)methylene)-5-oxopyrrolidine-1,2-dicarboxylate CN(C)\C=C/1\C[C@H](N(C1=O)C(=O)OC(C)(C)C)C(=O)OC(C)(C)C